C(CC(O)(C(=O)O)CC(=O)O)(=O)O.CS(=O)(=O)NC=1C=C(CNCCN2CC3=CC=C(C=C3CC2CC2=CC=C(C=C2)F)F)C=CC1 (+)-N-[3-(methylsulfonylamino)benzyl]-2-[6-fluoro-3-(4-fluorobenzyl)-3,4-dihydroisoquinolin-2(1H)-yl]ethanamine mono-citrate